1-(4-(cyclopropylethynyl)-5-(isopropylsulfanyl)thiazol-2-yl)-4-(3-fluorophenyl)-3-methyl-1H-pyrazole-5-carboxylic acid C1(CC1)C#CC=1N=C(SC1SC(C)C)N1N=C(C(=C1C(=O)O)C1=CC(=CC=C1)F)C